6-butyl-5-(2,6-dimethoxyphenyl)-3-({3H-spiro[2-benzofuran-1,4'-piperidin]-1'-yl}carbonyl)pyridine-2,4-diol C(CCC)C1=C(C(=C(C(=N1)O)C(=O)N1CCC2(CC1)OCC1=C2C=CC=C1)O)C1=C(C=CC=C1OC)OC